N-(5-Fluoro-6-(4-(3-methyl-1-oxido-1,2-thiazinan-3-yl)-1H-imidazol-1-yl)pyridin-3-yl)-2-(5-methyl-3-(trifluoromethyl)-1H-pyrazol-1-yl)acetamide FC=1C=C(C=NC1N1C=NC(=C1)C1(NS(CCC1)=O)C)NC(CN1N=C(C=C1C)C(F)(F)F)=O